7-(5-(3,8-diazabicyclo[3.2.1]oct-8-yl)-1H-benzo[d]imidazol-2-yl)-4-(3a,7a-dihydro-1H-pyrrolo[2,3-b]pyridin-3-yl)isoindol-1-one C12CNCC(CC1)N2C2=CC1=C(NC(=N1)C=1C=CC(=C3C=NC(C13)=O)C1=CNC3N=CC=CC31)C=C2